C(C=C)C(C(=O)[O-])C(=O)[O-].C(C=C)C(C(=O)[O-])C(=O)[O-].[Li+].[Li+].[Li+].[Li+] lithium bis(allylmalonate)